2-(thiophen-2-yl)quinazolin-4(3H)-one S1C(=CC=C1)C1=NC2=CC=CC=C2C(N1)=O